6-(4-Chlorophenyl)-2-ethoxy-5-(phenylselanyl)-3,4-dihydro-1,2-oxaphosphinine 2-oxide ClC1=CC=C(C=C1)C1=C(CCP(O1)(OCC)=O)[Se]C1=CC=CC=C1